F[C@@H]1[C@H]2COC[C@@H](C[C@@H]1N(C=1N=CC(=NC1)C1=C(C=C(C=C1)C1=CC(=NC=C1)OC)O)C)N2 2-(5-(((1R,5R,6R,7S)-6-fluoro-3-oxa-9-azabicyclo[3.3.1]nonan-7-yl)(methyl)amino)pyrazin-2-yl)-5-(2-methoxypyridin-4-yl)phenol